FC(OC1=CC=C(C=C1)C1=CN=C2N1C=CN=C2NC2=CC(=C(C(=O)NCCN1CCNCC1)C=C2)C=C)F 4-[[3-[4-(difluoromethoxy)phenyl]imidazo[1,2-a]pyrazin-8-yl]amino]-2-ethenyl-N-(2-piperazin-1-ylethyl)benzamide